2,2,2-trifluoro-1-(7-nitrobenzo[b]thiophen-3-yl)ethan-1-ol FC(C(O)C=1C2=C(SC1)C(=CC=C2)[N+](=O)[O-])(F)F